2-(3,5-dichloro-4-((7'-methyl-2'-oxospiro[cyclobutane-1,3'-indolin]-5'-yl)oxy)phenyl)-3,5-dioxo-2,3,4,5-tetrahydro-1,2,4-triazine-6-carbonitrile ClC=1C=C(C=C(C1OC=1C=C2C3(C(NC2=C(C1)C)=O)CCC3)Cl)N3N=C(C(NC3=O)=O)C#N